FC(OC1=NC2=CC=CC=C2C=C1C=O)(F)F (trifluorOmethoxy)quinoline-3-carbaldehyde